2,3-Dihydro-1H-pyrrolizin-1-one C1(CCN2C=CC=C12)=O